CC=1SC2=C(C1C(=O)O)C=CC=C2 2-methyl-benzothiophene-3-carboxylic acid